FC(C=1C=C(CN2C3=NC=NC(=C3N=C2C2=C(C=C(OCCC(C(=O)O)C)C=C2)Cl)OC2(CC2)C)C=C(C1)C(F)(F)F)(F)F 4-(4-(9-(3,5-bis(trifluoromethyl)benzyl)-6-(1-methylcyclopropoxy)-9H-purin-8-yl)-3-chlorophenoxy)-2-methylbutanoic acid